S(=O)(=O)(C1=CC=C(C)C=C1)NC(NC1=C(C=CC=C1)NS(=O)(=O)C1=CC2=CC=CC=C2C=C1)=O N-(2-(3-Tosylureido)phenyl)naphthalene-2-sulfonamide